OC=1C=CC=C2NC=C(CCN)C12 D-4-hydroxytryptamine